2-(3,4-dimethoxyphenyl)-2-methyl-4-hydroxy-5-amino-3(2H)-furanone COC=1C=C(C=CC1OC)C1(OC(=C(C1=O)O)N)C